tert-butyl 6-amino-3',3'-difluoro-2H-spiro[benzofuran-3,4'-piperidine]-1'-carboxylate NC1=CC2=C(C=C1)C1(C(CN(CC1)C(=O)OC(C)(C)C)(F)F)CO2